S(=O)(=O)(O)OC1=CC=C(C=C1)C#N 4-cyanophenol sulfate